1-[(3-aminophenyl)methyl]-3-[4-(benzenesulfonyl)phenyl]urea NC=1C=C(C=CC1)CNC(=O)NC1=CC=C(C=C1)S(=O)(=O)C1=CC=CC=C1